4-(4'-chloro-2'-{3-[4-(ethoxycarbonyl)-5-(trifluoromethyl)-1H-pyrazol-1-yl]piperidin-1-yl}[1,1'-biphenyl]-4-yl)piperazine-1-carboxylic acid 2-methylpropyl ester CC(COC(=O)N1CCN(CC1)C1=CC=C(C=C1)C1=C(C=C(C=C1)Cl)N1CC(CCC1)N1N=CC(=C1C(F)(F)F)C(=O)OCC)C